N-methyl-N-(2,3-dihydro-1H-inden-4-yl)acrylamide CN(C(C=C)=O)C1=C2CCCC2=CC=C1